C(C)(C)(C)OC(=O)N1C[C@H](CC1)N1C(N(C2=C1C=C(C(=C2)F)Br)CC2=NC=C(C=C2)C(=O)NN)=O (S)-3-(6-bromo-5-fluoro-3-((5-(hydrazinocarbonyl)pyridin-2-yl)methyl)-2-oxo-2,3-dihydro-1H-benzo[d]imidazol-1-yl)pyrrolidine-1-carboxylic acid tert-butyl ester